COC1=C(C=CC=C1)/C=C/C[C@@]1(C(OCCC1)=O)C(=O)OCC Ethyl (R,E)-3-(3-(2-methoxyphenyl)allyl)-2-oxotetrahydro-2H-pyran-3-carboxylate